ClC=1C=C(C=CC1)[C@H]1O[P@@](OCC1)(=O)COC1=CC(=C(C(=C1)C)CC1=CC(=C(C=C1)O)C(C)C)C (2R,4S)-4-(3-chlorophenyl)-2-[(4-{[4-hydroxy-3-(propan-2-yl)phenyl]methyl}-3,5-dimethylphenoxy)methyl]-1,3,2lambda5-dioxaphosphinan-2-one